C(CCCCCCCCCCCCCCCCC)(=O)O.NC(=N)N monoguanidine stearate